7-(8-fluoronaphthalen-1-yl)-2-((hexahydro-1H-pyrrolizin-7a-yl)methoxy)-5,6,7,8-tetrahydropyrido[3,4-d]pyrimidin-4-ol FC=1C=CC=C2C=CC=C(C12)N1CC=2N=C(N=C(C2CC1)O)OCC12CCCN2CCC1